6'-Cyclopropyl-N4-{[1-(ethoxymethyl)cyclopentyl]methyl}-N4-methyl-5'-(trifluoromethyl)[2,3'-bipyridin]-4,5,6-triamine C1(CC1)C1=C(C=C(C=N1)C1=NC(=C(C(=C1)N(C)CC1(CCCC1)COCC)N)N)C(F)(F)F